C(CCCCCCCCCCC)C=1NC=CN1 2-n-dodecylimidazole